CC=1N=C(C(=NC1C1=C2C(=CN=N1)N(C=N2)C)C(=O)N)NC2=CC=C(C=C2)N2CCOCC2 5-Methyl-6-(1-methylimidazo[4,5-d]pyridazin-4-yl)-3-(4-morpholinoanilino)pyrazin-2-carboxamid